C(C)(C)(C)OC(NC1(CC2=CC=C(C=C2C1)Br)C(=C)O[Si](C)(C)C)=O (5-bromo-2-(1-((trimethylsilyl)oxy)vinyl)-2,3-dihydro-1H-inden-2-yl)carbamic acid tert-butyl ester